5-(4-((9-(4-Amino-2-cyclopropyl-5-methoxyphenyl)-3,9-diazaspiro[5.5]undecane-3-yl)methyl)piperidin-1-yl)-2-(2,6-dioxopiperidin-3-yl)isoindole-1,3-dione NC1=CC(=C(C=C1OC)N1CCC2(CCN(CC2)CC2CCN(CC2)C=2C=C3C(N(C(C3=CC2)=O)C2C(NC(CC2)=O)=O)=O)CC1)C1CC1